5-bromo-N-(pyridin-2-ylmethyl)-1,3,4-thiadiazole-2-carboxamide BrC1=NN=C(S1)C(=O)NCC1=NC=CC=C1